C(C)(C)(C)N(C(O)=O)[C@@H](C)CC(CO)(F)F.C1(=CC=CC2=CC3=CC4=CC=CC=C4C=C3C=C12)OC1CCC(CC1)=O 4-(tetracenyloxy)cyclohexanone tert-butyl-(S)-(4,4-difluoro-5-hydroxypentan-2-yl)carbamate